[Si](C)(C)(C(C)(C)C)OCC1=CC2=C(CCNCC2)C=C1 7-(((tert-butyldimethylsilyl)oxy)methyl)-2,3,4,5-tetrahydro-1H-benzo[d]azepin